[K].C1(=CC=CC=C1)C1=C(C=CC=C1)O o-Phenylphenol, potassium salt